(4-(5-amino-3-bromo-4-(isopropylamino)-1-(phenylsulfonyl)-1H-pyrrolo[2,3-b]pyridin-2-yl)-1H-pyrazol-1-yl)-2-methylpropan-2-ol NC=1C(=C2C(=NC1)N(C(=C2Br)C=2C=NN(C2)CC(C)(O)C)S(=O)(=O)C2=CC=CC=C2)NC(C)C